COC1=CC=C(CNS(=O)(=N)C2=CC=CC=C2)C=C1 N-(4-methoxybenzyl)benzenesulfonimidamide